ClC1=CC=C(C=C1)[C@H](C/C(/NO)=N/[H])O (Z,3S)-3-(4-chlorophenyl)-N,3-dihydroxypropanimidamide